O=C(OCC1=CC=CC=C1)NCCOCCOCCOC1=CC(=C(C(=O)OC)C=C1)C(F)(F)F methyl 4-((3-oxo-1-phenyl-2,7,10-trioxa-4-azadodecan-12-yl)oxy)-2-(trifluoromethyl)benzoate